C[C@H]1[C@@H](C[C@H]([C@@H](O1)O[C@H](C)CCCCCCCCCCCCC[C@H](CC(=O)O)O)O)O The molecule is an (omega-1)-hydroxy fatty acid ascaroside that is ascr#32 in which the pro-R hydrogen that is beta to the carboxy group is replaced by a hydroxy group. It is a metabolite of the nematode Caenorhabditis elegans. It has a role as a Caenorhabditis elegans metabolite. It is an (omega-1)-hydroxy fatty acid ascaroside, a 3-hydroxy carboxylic acid and a monocarboxylic acid. It derives from an ascr#32 and a (R,R)-3,17-dihydroxyoctadecanoic acid. It is a conjugate acid of a bhas#32(1-).